C(C1=CC=CC=C1)[C@]1(N(CCCC1)C(=O)N)C1=NC=C2N1C=CN=C2 (S)-benzyl-2-(imidazo[1,5-a]pyrazin-3-yl)piperidine-1-amide